C(C1=CC=CC=C1)N1CC2=C(N=C(N=C2)C2=C(C=C(C=C2)Br)OC)CC1 6-benzyl-2-(4-bromo-2-methoxyphenyl)-5,6,7,8-tetrahydropyrido[4,3-d]pyrimidine